FC=1C(=NC=C(C#N)C1C)O[C@@H]1C[C@]2(N(C=3C(=NN=C(C3)C3=C(C(=CC=C3)F)O)NC2)C1)CF 5-fluoro-6-(((6aR,8R)-2-(3-fluoro-2-hydroxyphenyl)-6a-(fluoromethyl)-5,6,6a,7,8,9-hexahydropyrrolo[1',2':4,5]pyrazino[2,3-c]pyridazin-8-yl)oxy)-4-methylnicotinonitrile